The molecule is an organophosphate oxoanion obtained by deprotonation of the diphosphate OH groups of alpha-D-galactosyl ditrans,octacis-undecaprenyl diphosphate; major species at pH 7.3. It is a conjugate base of an alpha-D-galactosyl ditrans,octacis-undecaprenyl diphosphate. CC(=CCC/C(=C/CC/C(=C/CC/C(=C\\CC/C(=C\\CC/C(=C\\CC/C(=C\\CC/C(=C\\CC/C(=C\\CC/C(=C\\CC/C(=C\\COP(=O)([O-])OP(=O)([O-])O[C@@H]1[C@@H]([C@H]([C@H]([C@H](O1)CO)O)O)O)/C)/C)/C)/C)/C)/C)/C)/C)/C)/C)C